(S)-2-((5-(4-((1-(5-(3,5-difluorophenyl)-4,5-dihydro-1H-pyrazole-1-carbonyl)azetidin-3-yl)oxy)-5-fluoropyridin-2-yl)-1-methyl-1H-pyrazol-4-yl)amino)-1-morpholinoethan-1-one FC=1C=C(C=C(C1)F)[C@@H]1CC=NN1C(=O)N1CC(C1)OC1=CC(=NC=C1F)C1=C(C=NN1C)NCC(=O)N1CCOCC1